ClC=1C(=NNC1CC)C(=O)NC1=CC=C(C=C1)[C@@H]1CNCCO1 (R)-4-chloro-5-ethyl-N-(4-(morpholin-2-yl)phenyl)-1H-pyrazole-3-carboxamide